C(C1=CC=CC=C1)NC1=CC(CC(C1)(C)C)=O 3-(benzylamino)-5,5-dimethylcyclohex-2-en-1-one